CC=1OC2=C(C1C(=O)NC1C(CN(CC1)C(=O)OC(C)(C)C)(F)F)C=C(C=C2C)OCC=2C(=NC=CC2)C(F)(F)F tert-butyl 4-(2,7-dimethyl-5-((2-(trifluoromethyl)pyridin-3-yl)methoxy)benzofuran-3-carboxamido)-3,3-difluoropiperidine-1-carboxylate